(S)-N-(3-(2-((1,5-dimethyl-1H-pyrazol-3-yl)amino)-5-methylpyrimidin-4-yl)-1H-indol-7-yl)-2-(3-((2-(pyridin-3-yl)pyrimidin-5-yl)oxy)pyrrolidin-1-yl)acetamide CN1N=C(C=C1C)NC1=NC=C(C(=N1)C1=CNC2=C(C=CC=C12)NC(CN1C[C@H](CC1)OC=1C=NC(=NC1)C=1C=NC=CC1)=O)C